CCCCC/C=C\\C/C=C\\C/C=C\\CC1C(O1)CCCC(=O)NCCO The molecule is an N-(polyunsaturated fatty acyl)ethanolamine obtained by formal epoxidation across the 5,6-double bond of anandamide. It has a role as a human xenobiotic metabolite. It is a N-(polyunsaturated fatty acyl)ethanolamine, a N-(long-chain-acyl)ethanolamine, an endocannabinoid and an epoxide. It derives from an anandamide and a 5,6-EET.